4-chloroanisol ClC1=CC=C(C=C1)OC